2-(4-(ethylsulfonyl)phenyl)-2-(5-(2-methoxyphenyl)-4,6-dimethyl-1H-benzo[d]imidazol-2-yl)ethanol Thallium [Tl].C(C)S(=O)(=O)C1=CC=C(C=C1)C(CO)C1=NC2=C(N1)C=C(C(=C2C)C2=C(C=CC=C2)OC)C